FC(C=1C=CC=2N(C1)C(=NN2)NC2=CC=CC=C2)(F)F 6-trifluoromethyl-N-phenyl-[1,2,4]triazolo[4,3-a]pyridin-3-amine